N1=CN=C2NC=NC2=C1C=1C(=NC=CC1)NC=1C=C(C=NC1C)C#CC=1C=C(C=CC1)C(C#N)(C)C 2-(3-((5-((3-(9H-purin-6-yl)pyridin-2-yl)amino)-6-methylpyridin-3-yl)ethynyl)phenyl)-2-methylpropanenitrile